N-(3-aminobicyclo[1.1.1]pentan-1-yl)-2-(3-cis-ethoxycyclobutoxy)acetamide HCl salt Cl.NC12CC(C1)(C2)NC(COC2(CCC2)OCC)=O